N-(6-((5-chloro-2-((5-fluoro-2-methoxy-4-(4-(4-methylpiperazin-1-yl)piperidin-1-yl)phenyl)Amino)pyrimidin-4-yl)amino)-2,3-dihydrobenzofuran-5-yl)-N-methylmethanesulfonamide ClC=1C(=NC(=NC1)NC1=C(C=C(C(=C1)F)N1CCC(CC1)N1CCN(CC1)C)OC)NC1=CC2=C(CCO2)C=C1N(S(=O)(=O)C)C